N-(5-((6-((R)-3-(2-chloro-3-fluorophenyl)isoxazolidine-2-yl)pyrimidine-4-yl)amino)-2-(4-ethylpiperazine-1-yl)-4-methoxyphenyl)acrylamide ClC1=C(C=CC=C1F)[C@@H]1N(OCC1)C1=CC(=NC=N1)NC=1C(=CC(=C(C1)NC(C=C)=O)N1CCN(CC1)CC)OC